(R)-1-(2-((S)-2-Cyanopyrrolidin-1-yl)-2-oxoethyl)-N-(chinolin-3-yl)pyrrolidin-3-carboxamid C(#N)[C@H]1N(CCC1)C(CN1C[C@@H](CC1)C(=O)NC=1C=NC2=CC=CC=C2C1)=O